4-(6-acetylamino-1-oxoisoindolin-2-yl)methylpyridine C(C)(=O)NC1=CC=C2CN(C(C2=C1)=O)CC1=CC=NC=C1